N-Phenyl-γ-aminopropyltrimethoxysilan C1(=CC=CC=C1)NCCC[Si](OC)(OC)OC